COC1=C(C=C(C=C1)OC)C1=CC=C(S1)C1=CC=C(C2=NSN=C21)C=2SC(=CC2)C2=C(C=CC(=C2)OC)OC 4,7-bis[5-(2,5-dimethoxyphenyl)-2-thienyl]benzo[c]1,2,5-thiadiazole